ClC=1C=C(C=CC1)[C@@H]1[C@H](C1)C(=O)NC1=NC=NC(=C1)NCC=1N=C2N(C=C(C=C2N2C(C[C@@H](C2)O)=O)C2CC2)C1 |&1:7,8| rac-(1S*,2S*)-2-(3-chlorophenyl)-N-(6-(((6-cyclopropyl-8-((S)-4-hydroxy-2-oxopyrrolidin-1-yl)imidazo[1,2-a]pyridin-2-yl)methyl)amino)pyrimidin-4-yl)cyclopropane-1-carboxamide